FC=1C=C2C(C(=CN(C2=NC1N1CC(C1)C(NCC1CN(CCO1)C)=O)C=1SC=CN1)C(=O)O)=O 6-Fluoro-7-(3-{[(4-methylmorpholin-2-yl)methyl]carbamoyl}azetidin-1-yl)-4-oxo-1-(1,3-thiazol-2-yl)-1,4-dihydro-1,8-naphthyridine-3-carboxylic acid